C(C1=CC=CC=C1)OC(=O)N[C@@H](CC(=O)O)C(=O)O ((benzyloxy)carbonyl)-L-aspartic acid